(1-methyl-4-nitro-1H-pyrazol-5-yl)methanol CN1N=CC(=C1CO)[N+](=O)[O-]